7-(3-aminophenyl)-5-bromo-N-[(2,4-dimethoxyphenyl)methyl]-7H-pyrrolo[2,3-d]pyrimidin-4-amine NC=1C=C(C=CC1)N1C=C(C2=C1N=CN=C2NCC2=C(C=C(C=C2)OC)OC)Br